(S)-7-((2-(1-amino-1,3-dihydrospiro[indene-2,4'-piperidin]-1'-yl)-1H-imidazo[4,5-b]pyrazin-6-yl)thio)benzo[d]oxazol-2(3H)-one N[C@@H]1C2=CC=CC=C2CC12CCN(CC2)C2=NC=1C(=NC(=CN1)SC1=CC=CC=3NC(OC31)=O)N2